1,3,5-TRIS(phenylethynyl)benzene C1(=CC=CC=C1)C#CC1=CC(=CC(=C1)C#CC1=CC=CC=C1)C#CC1=CC=CC=C1